COC(C(C)(C)C1=CC(=CC=C1)I)=O 2-(3-iodophenyl)-2-methylpropanoic acid methyl ester